C(#N)C=1C=CC(=C(C(=O)NC=2C=NC(=CC2)N2CCN(CC2)C)C1)S(=O)(=O)C 5-cyano-N-(6-(4-methylpiperazin-1-yl)pyridin-3-yl)-2-(methylsulfonyl)benzamide